ClC=1C=CC(=C(C1)C1=CC(=C(N=N1)SCCCO)NC1=CC(=NC=C1)NC(CCN1CCN(CC1)C)=O)F N-(4-{[6-(5-chloro-2-fluoro-phenyl)-3-[(3-hydroxyprop-yl)sulfanyl]pyridazin-4-yl]-amino}pyridin-2-yl)-3-(4-methylpiperazin-1-yl)propan-amide